6-(1'-(cyclopropylmethyl)-[1,4'-bipiperidin]-4-yl)-2-(3-fluoro-4-(methylsulfonyl)phenyl)-1,4-dimethyl-1H-benzo[d]imidazole C1(CC1)CN1CCC(CC1)N1CCC(CC1)C=1C=C(C2=C(N(C(=N2)C2=CC(=C(C=C2)S(=O)(=O)C)F)C)C1)C